C(C1=CC=CC=C1)N1N=CC(=C(C1=O)Cl)C1=C(C(=CC=C1N1N=NC(=C1)C(F)(F)F)Cl)F 2-benzyl-4-chloro-5-(3-chloro-2-fluoro-6-(4-(trifluoromethyl)-1H-1,2,3-triazol-1-yl)phenyl)pyridazin-3(2H)-one